CC=1C=CC=C2C=C(CC12)C(=O)O 7-methyl-1H-indene-2-carboxylic acid